Cl.FC(C=1C=C(C=C(C1)C(F)F)[C@@H](C)O[C@@H]1[C@@H](NCCO1)C1=CC=C(C=C1)F)F (2R,3S)-2-[(1R)-1-[3,5-bis(difluoromethyl)phenyl]ethoxy]-3-(4-fluorophenyl)-morpholine hydrochloride